C(C)(=O)N1CC(C1)N1C(C2=CC=CC(=C2C1=O)[N+](=O)[O-])=O 2-(1-acetylazetidin-3-yl)-4-nitroisoindoline-1,3-dione